O[C@@]1(C[C@@H]2[C@@H]([C@H]3CC[C@]4([C@H]([C@@H]3CC2)CC[C@@H]4C(CN4N=CC(=C4)C#N)=O)C)CCC1)C 1-(2-((1S,3aS,3bR,5aR,7S,10aS,10bR,12aS)-7-hydroxy-7,12a-dimethyloctadecahydrocyclohepta[a]cyclopenta[f]naphthalen-1-yl)-2-oxoethyl)-1H-pyrazole-4-carbonitrile